7-(4-(2-fluoro-6-methylphenyl)piperazin-1-yl)-3,8-dimethyl-5-((3-(trifluoromethyl)pyridin-2-yl)methyl)pyrido[2,3-b]pyrazin-6(5H)-one FC1=C(C(=CC=C1)C)N1CCN(CC1)C1=C(C=2C(=NC(=CN2)C)N(C1=O)CC1=NC=CC=C1C(F)(F)F)C